CS(=O)(=O)C(C)C=1OC(=CN1)C(=O)O 2-(1-methanesulfonylethyl)oxazole-5-carboxylic acid